C(C)(C)(C)OC(=O)NC=1C=CC\2=C(CCC3=C(\N=N2)C=C(C=C3)C(=O)OC)C1 Methyl (Z)-9-((tert-butoxycarbonyl)amino)-11,12-dihydrodibenzo[c,g][1,2]diazocine-3-carboxylate